4-[3-Nitrophenyl]-1,2,3,6-tetrahydropyrimidin-2-one [N+](=O)([O-])C=1C=C(C=CC1)C=1NC(NCC1)=O